CC1=NC2=CC=C(C=C2C(=C1)C1=CC2=CC=CC=C2C=C1)C(=O)O 2-methyl-4-(naphthalen-2-yl)quinoline-6-carboxylic acid